8-Fluoro-3,7-dimethyl-2,3,4,5-tetrahydro-1H-benzo[4,5]selenopheno[2,3-d]azepine FC1=C(C2=C(C3=C(CCN(CC3)C)[Se]2)C=C1)C